N1C=CC=2C1=NC=C(C2)OC2=C(C(=O)O)C=CC(=C2)N2CCN(CC2)C\C(=C(\CC(C)C)/C2=CC=C(C=C2)Cl)\C (Z)-2-((1H-pyrrolo[2,3-b]pyridin-5-yl)oxy)-4-(4-(3-(4-chlorophenyl)-2,5-dimethylhex-2-en-1-yl)piperazin-1-yl)benzoic acid